4-(6-acetoxymethoxy-2,7-dichloro-3-oxo-9-xanthenyl)-4'-methyl-2,2'-(ethylenedioxy)dianiline-N,N,N',N'-tetraacetic acid tetrakis(acetoxymethyl) ester CC1=CC(=C(C=C1)N(CC(=O)OCOC(=O)C)CC(=O)OCOC(=O)C)OCCOC2=C(C=CC(=C2)C3=C4C=C(C(=O)C=C4OC5=CC(=C(C=C53)Cl)O)Cl)N(CC(=O)OCOC(=O)C)CC(=O)OCOC(=O)C